4-((2r,4r)-4-bromotetrahydro-2H-pyran-2-yl)-2-methylpyridine Br[C@H]1C[C@@H](OCC1)C1=CC(=NC=C1)C